4-(2-chloro-5-methoxy-4-pyridyl)-N-[5-[(3R)-3-hydroxypyrrolidin-1-yl]thiazolo[5,4-d]pyrimidin-2-yl]-6-methyl-pyridine-3-carboxamide ClC1=NC=C(C(=C1)C1=C(C=NC(=C1)C)C(=O)NC=1SC=2N=C(N=CC2N1)N1C[C@@H](CC1)O)OC